N(=[N+]=[N-])CC(CNC(O)=O)CNC(O)=O (2-(azidomethyl)propane-1,3-diyl)dicarbamic acid